2-(1-naphthyl)quinazoline C1(=CC=CC2=CC=CC=C12)C1=NC2=CC=CC=C2C=N1